5-((6-bromo-3-isopropyl-3H-imidazo[4,5-c]pyridin-4-yl)amino)-N-ethyl-2,3,4-trifluorobenzamide BrC1=CC2=C(C(=N1)NC=1C(=C(C(=C(C(=O)NCC)C1)F)F)F)N(C=N2)C(C)C